Methyl 5-iodobenzothiophene-7-carboxylate IC=1C=C(C2=C(C=CS2)C1)C(=O)OC